7-Bromo-5-nitro-1H-indazole BrC=1C=C(C=C2C=NNC12)[N+](=O)[O-]